C1(CC1)CN1N=C2N=C(C=NC2=C1)N[C@@H](C)C=1C=C(C=CC1)NC(C1=CN=CC(=C1)C)=O (S)-N-(3-(1-((2-(cyclopropylmethyl)-2H-pyrazolo[3,4-b]pyrazin-6-yl)amino)ethyl)phenyl)-5-methylnicotinamide